3-bromo-4-methylpyridazine BrC=1N=NC=CC1C